5-chloro-2-methoxy-N-methylnicotinamide ClC=1C=NC(=C(C(=O)NC)C1)OC